C(C1=CC=CC=C1)C1(CN(CC1)S(=O)(=O)C1=NN(N=C1)C)C=1C=C2C=NN(C2=CC1C)C1=CC(=NC=C1)C 5-(3-benzyl-1-((2-methyl-2H-1,2,3-triazol-4-yl)sulfonyl)pyrrolidin-3-yl)-6-methyl-1-(2-methylpyridin-4-yl)-1H-indazole